N1=C(C=CC=C1)C1=NC=CC(=C1)N 4'-bipyridineamine